ClC=1C(N(C=C(N1)Cl)C1CCOCC1)=O 3,5-dichloro-1-(tetrahydro-2H-pyran-4-yl)pyrazin-2(1H)-one